C[SiH2]C Dimethyl-silane